C(C=C)[C@]1(C(N(CN(C1)C(=O)OC(C)(C)C)C(C1=CC=CC=C1)=O)=O)C tert-butyl (R)-5-allyl-3-benzoyl-5-methyl-4-oxotetrahydropyrimidine-1(2H)-carboxylate